(R)-2-methyl-N-((R)-1-(9-methyl-5-(piperidin-1-yl)-2-(pyrazin-2-yl)-[1,2,4]triazolo[1,5-c]quinazolin-7-yl)ethyl)propane-2-sulfinamide CC(C)(C)[S@@](=O)N[C@H](C)C1=CC(=CC=2C=3N(C(=NC12)N1CCCCC1)N=C(N3)C3=NC=CN=C3)C